C(CC)N(C([S-])=S)CCC.[Na+] Sodium dipropyldithiocarbamate